5-N-glycolyl-8-O-methyl-neuraminic acid C(CO)(=O)N[C@@H]1[C@H](CC(C(O)=O)(O)O[C@H]1[C@H](O)[C@H](OC)CO)O